C1(=CC=CC=C1)NC=1N=CC2=C(N1)OC=C2C(=O)NN 2-(phenylamino)furo[2,3-d]pyrimidine-5-carbohydrazide